FC=1C=C(N)C=C(C1OC1=C2C(=NC=C1)N(C=C2C2=CC(=CC=C2)OC)COCC[Si](C)(C)C)F 3,5-difluoro-4-{[3-(3-methoxyphenyl)-1-{[2-(trimethylsilyl)ethoxy]methyl}-1H-pyrrolo[2,3-b]pyridin-4-yl]oxy}aniline